6-cyclobutyl-N-((3R,4S)-7-fluoro-3-((R)-2-methylmorpholino)chroman-4-yl)-7H-pyrrolo[2,3-d]pyrimidin-4-amine C1(CCC1)C1=CC2=C(N=CN=C2N[C@@H]2[C@H](COC3=CC(=CC=C23)F)N2C[C@H](OCC2)C)N1